N[C@H](CC1=C(C=2N=NC=C(C2S1)NCC=1SC=CC1)Br)COC1CC1 6-[(2R)-2-amino-3-cyclopropoxypropyl]-7-bromo-N-[(thiophen-2-yl)methyl]thieno[3,2-c]pyridazin-4-amine